FC(CNC1=NC=CC(=N1)NC1=CC(=NO1)C1=CC=C(C=C1)OC)F N2-(2,2-difluoroethyl)-N4-(3-(4-methoxyphenyl)isoxazol-5-yl)pyrimidine-2,4-diamine